FC=1C(=CC(=NC1)OC)C1=CC(=NN1)C(=O)N1[C@H]2CC(C[C@@H]1CC2)C(=O)N[C@H]2CN([C@H](CC2)C(F)(F)F)C (1r,3s,5s)-8-(5-(5-fluoro-2-methoxypyridin-4-yl)-1H-pyrazole-3-carbonyl)-N-((3r,6r)-1-methyl-6-(trifluoromethyl)piperidin-3-yl)-8-azabicyclo[3.2.1]octane-3-carboxamide